C(C)OC(=O)C1(CC2=CC=CC=C2C1)[N+]#[C-] 2-isocyano-2,3-dihydro-1H-indene-2-carboxylic acid ethyl ester